CC1(CCN(CC1)C(=O)OC(C(F)(F)F)C(F)(F)F)NC(=O)C1=NN=C2N1CCN(C2)C2COC2 1,1,1,3,3,3-Hexafluoropropan-2-yl 4-methyl-4-(7-(oxetan-3-yl)-5,6,7,8-tetrahydro-[1,2,4]triazolo[4,3-a]pyrazine-3-carboxamido)piperidine-1-carboxylate